FC(OC1=CC=C(C=N1)C=1C=CC(N(N1)CC1=CC(=NO1)C)=O)F 6-(6-(difluoromethoxy)pyridin-3-yl)-2-((3-methylisoxazol-5-yl)methyl)pyridazin-3(2H)-one